1,4,7-triphenyl-1,4,7-triazacyclononane C1(=CC=CC=C1)N1CCN(CCN(CC1)C1=CC=CC=C1)C1=CC=CC=C1